4-hydroxy-N-[(1S)-1-[4-(4-methylthiazol-5-yl)phenyl]ethyl]pyrrolidine-2-carboxamide OC1CC(NC1)C(=O)N[C@@H](C)C1=CC=C(C=C1)C1=C(N=CS1)C